N-(6-bromobenzo[d]thiazol-2-yl)-2-(piperazin-1-yl)acetamide BrC1=CC2=C(N=C(S2)NC(CN2CCNCC2)=O)C=C1